carbonic acid ethylester C(C)OC(O)=O